O=C1NC(CCC1N1C(C2=CC=CC(=C2C1)CN(C1CCN(CC1)C1=CC(=C(C=C1)NC1=NC=C(C(=C1)NC1=C(C(=O)NC)C=CC=C1)C(F)(F)F)OC)C)=O)=O 2-((2-((4-(4-(((2-(2,6-dioxopiperidin-3-yl)-1-oxoisoindolin-4-yl)methyl)(methyl)amino)piperidin-1-yl)-2-methoxyphenyl)amino)-5-(trifluoromethyl)pyridin-4-yl)amino)-N-methylbenzamide